C(C)OC(=O)C1CC(C1)NC1=C2C=CN=CC2=CC=C1Br 3-((6-Bromoisoquinolin-5-yl)amino)cyclobutane-1-carboxylic acid ethyl ester